NC1=CC=C(C=C1)N(C1=N\C(\C(N1)=O)=C/C1=CC2=C(OCO2)C=C1)C (Z)-2-((4-aminophenyl)(methyl)amino)-5-(benzo[d][1,3]dioxol-5-ylmethylene)-3,5-dihydro-4H-imidazol-4-one